FC(CN1C(=NC=2C1=NC(=CC2)C=2C=CN1N=C(N=CC12)N[C@@H]1[C@@H](CN(CC1)CCOC)F)C)F 5-(3-(2,2-difluoroethyl)-2-methyl-3H-imidazo[4,5-b]pyridin-5-yl)-N-((3R,4S)-3-fluoro-1-(2-methoxyethyl)piperidin-4-yl)pyrrolo[2,1-f][1,2,4]triazin-2-amine